N-(2-oxo-2-(4-((1s,4s)-4-(thiazol-2-yl)cyclohexyl)hexahydropyrrolo[3,2-b]pyrrol-1(2H)-yl)ethyl)-3-(trifluoromethyl)benzamide O=C(CNC(C1=CC(=CC=C1)C(F)(F)F)=O)N1C2C(CC1)N(CC2)C2CCC(CC2)C=2SC=CN2